O1C=C(C=C1)C(=O)NC[C@H](C(=O)OC1=CC=C(C=C1)Cl)[C@@H](C)O p-chlorophenyl (2S,3R)-2-[(3-furoyl) amino]methyl-3-hydroxybutyrate